5-[1-(3,5-dichloro-4-pyridyl)ethoxy]-N-[4-[[dimethyl(oxo)-λ6-sulfanylidene]amino]phenyl]-1H-indazole-3-carboxamide ClC=1C=NC=C(C1C(C)OC=1C=C2C(=NNC2=CC1)C(=O)NC1=CC=C(C=C1)N=S(=O)(C)C)Cl